C(C1=CC=CC=C1)OC1C2C(CC2CCC1)(C)OC 2-(benzyloxy)-8-methoxy-8-methylbicyclo[4.2.0]octane